N,N-bis(cis-4-tert-pentylcyclohexyl)-5-(cis-4-tert-pentylcyclohexylcarbonylamino)-isophthalamide C(C)(C)(CC)[C@H]1CC[C@H](CC1)N(C(C1=CC(C(=O)N)=CC(=C1)NC(=O)[C@@H]1CC[C@@H](CC1)C(C)(C)CC)=O)[C@@H]1CC[C@@H](CC1)C(C)(C)CC